CC1=C(C=C(C=C1)NC(C1=CC(=CC=C1)C(F)(F)F)=O)N1CC2=C(N=C(N=C2)NC2=CC=C(C=C2)C(=O)N2CCN(CC2)C)C2(C1=O)CC2 N-(4-methyl-3-(2'-((4-(4-methylpiperazine-1-carbonyl)phenyl)amino)-7'-oxo-5'H-spiro[cyclopropane-1,8'-pyrido[4,3-d]pyrimidine]-6'(7'H)-yl)phenyl)-3-(trifluoromethyl)benzamide